benzyl (2-(((((bis(benzyloxy)phosphoryl)oxy)methoxy)carbonyl)(methyl)amino)ethyl)glycinate C(C1=CC=CC=C1)OP(=O)(OCC1=CC=CC=C1)OCOC(=O)N(CCNCC(=O)OCC1=CC=CC=C1)C